FC(N1N=CC(=C1)S(=O)(N)=NC(NC1=C2C(=NC(=C1C)C(F)(F)F)CCC2)=O)F 1-(Difluoromethyl)-N'-((3-methyl-2-(trifluoromethyl)-6,7-dihydro-5H-cyclopenta[b]pyridin-4-yl)carbamoyl)-1H-pyrazole-4-sulfonimidamide